CN1C(=NN=C1)C(C=1C=C(C=CC1)N1C(C2=CC(=CC(=C2C1)C(F)(F)F)CNC1(CCC1)C)=O)C1COC1 2-(3-((4-methyl-4H-1,2,4-triazol-3-yl)(oxetan-3-yl)methyl)phenyl)-6-((S)-1-((1-methylcyclobutyl)amino)methyl)-4-(trifluoromethyl)isoindolin-1-one